FC1=CC=C(C2=C1OCO2)C(=O)OCC Ethyl 7-fluorobenzo[d][1,3]dioxole-4-carboxylate